N,N-Dimethyl-3-boronobenzenesulfonamide CN(S(=O)(=O)C1=CC(=CC=C1)B(O)O)C